[Ir].FC(C1=CC(=NC=C1)C(=O)O)(F)F (4-trifluoromethylpyridine-2-carboxylic acid) iridium